NC=1SC2=C(N1)C=C(C(=C2)N(C(=O)NC2=CC=C(C=C2)Cl)CCNC(C)=O)Cl 1-(2-Amino-5-chlorobenzo[d]thiazol-6-yl)-1-(2-acetamidoethyl)-3-(4-chlorophenyl)urea